FC(C(=O)NC(CO)(C)C)(F)F 2,2,2-trifluoro-N-(1-hydroxy-2-methylpropan-2-yl)acetamide